(1R,4S,8R)-10-benzyl-4-isopropyl-2-oxa-5,10-diazatricyclo[6.4.0.01,5]dodecan-6-one C(C1=CC=CC=C1)N1C[C@H]2CC(N3[C@H](CO[C@@]32CC1)C(C)C)=O